di-2-ethylhexyl azelate CCCCC(CC)COC(=O)CCCCCCCC(=O)OCC(CC)CCCC